methyl (E)-3-(4-((1R,3R)-2-(bicyclo[1.1.1]pentan-1-yl)-3,9-dimethyl-2,3,4,9-tetrahydro-1H-pyrido[3,4-b]indol-1-yl)-3,5-difluorophenyl)acrylate C12(CC(C1)C2)N2[C@@H](C=1N(C3=CC=CC=C3C1C[C@H]2C)C)C2=C(C=C(C=C2F)/C=C/C(=O)OC)F